C(C)OC1=NC=CC=C1C1=CC(=C2C(=N1)C=NN2[C@@H](CC)C)NCC2=NNC=C2 (R)-5-(2-ethoxy-3-pyridyl)-1-[1-methylpropyl]-N-(1H-pyrazol-3-ylmethyl)pyrazolo[4,3-b]pyridin-7-amine